butanediol-d C(CCC)(O)O[2H]